5'H-spiro[cyclopentane-1,7'-furo[3,4-b]pyridine]-5'-one N1=C2C(=CC=C1)C(OC21CCCC1)=O